1-N-Boc-4-bromopiperidine C(=O)(OC(C)(C)C)N1CCC(CC1)Br